p-fluorophenylaminosulfur trifluoride FC1=CC=C(C=C1)NS(F)(F)F